(+/-)-(trans)-2-(2-((tert-butyldimethylsilyl)oxy)ethyl)cyclopropylamine [Si](C)(C)(C(C)(C)C)OCC[C@H]1[C@@H](C1)N |r|